4-benzyl-N-[6-(2,2-difluoroethoxy)-5-fluoro-2-methoxypyridin-3-yl]-1H-pyrrole-3-sulfonamide C(C1=CC=CC=C1)C=1C(=CNC1)S(=O)(=O)NC=1C(=NC(=C(C1)F)OCC(F)F)OC